Cl.C[C@H]1OCC2([C@@H]1N)CCNCC2 (3R,4S)-3-methyl-2-oxa-8-azaspiro[4.5]decan-4-amine hydrochloride